perfluoro-5-methyl-8-iodo-3,6-dioxa-1-octene FC(=C(OC(C(OC(C(I)(F)F)(F)F)(C(F)(F)F)F)(F)F)F)F